C(C)(C)(C)OC(=O)N1CCN(CC1)C(CC)=O 4-Propoylpiperazine-1-carboxylic acid tert-butyl ester